N1C=NC(C2=C1C=CN2)=O 1,5-dihydro-4H-pyrrolo[3,2-D]pyrimidin-4-one